N-[4-[2-[[4-(dimethyl-amino)cyclohexyl]-amino]-8-isopropyl-7-oxo-pteridin-6-yl]-2,6-difluoro-phenyl]-1-(4-fluorophenyl)methane-sulfonamide CN(C1CCC(CC1)NC1=NC=2N(C(C(=NC2C=N1)C1=CC(=C(C(=C1)F)NS(=O)(=O)CC1=CC=C(C=C1)F)F)=O)C(C)C)C